8-cyclopropyl-5,6-difluoronaphthalen-2-ol C1(CC1)C=1C=C(C(=C2C=CC(=CC12)O)F)F